ClC1=C(C=CC2=C1C(=NCC=1N2N=C(N1)C(=O)N1CC(C1)O)C1=C(C=CC=C1F)F)Cl [7,8-Dichloro-6-(2,6-difluorophenyl)-4H-[1,2,4]triazolo[1,5-a][1,4]benzodiazepine-2-Yl]-(3-hydroxyazetidin-1-yl)methanone